2-phenyl-N-(4-ethynylphenyl)acrylamide C1(=CC=CC=C1)C(C(=O)NC1=CC=C(C=C1)C#C)=C